C(C)(C)(C)OC(=O)N1S(OC[C@H]1CF)(=O)=O (S)-4-(fluoromethyl)-1,2,3-oxathiazolidine-3-carboxylic acid tert-butyl ester 2,2-dioxide